(R)-2-amino-1-hexanoic acid hydrochloride Cl.N[C@@H](C(=O)O)CCCC